COC(C1=NC=CC=C1SCCNC(=O)OC(C)(C)C)=O ((2-((tert-butoxycarbonyl)amino)ethyl)thio)picolinic acid methyl ester